4-(2-fluoro-6-methoxycarbonyl-3-pyridyl)piperazine FC1=NC(=CC=C1N1CCNCC1)C(=O)OC